NC=1SN=C2N(C(N(C(C21)=O)C2CCC(CC2)(F)CN2C(NC(C2(C)C)=O)=O)=O)CCCC 3-Amino-7-butyl-5-((1r,4r)-4-((5,5-dimethyl-2,4-dioxoimidazolidin-1-yl)methyl)-4-fluorocyclohexyl)isothiazolo[3,4-d]pyrimidine-4,6(5H,7H)-dione